glycerol monomaleate C(\C=C/C(=O)O)(=O)O.OCC(O)CO